5-(2-pyridinyl)thio-3-(1-azabicyclo[5.4.0]undec-3-en-4-yl)pyrrolo[3,2-b]pyridine decanoate C(CCCCCCCCC)(=O)O.N1=C(C=CC=C1)SC1=CC=C2C(=N1)C(=CN2)C2=CCN1CCCCC1CC2